[C@H]12CN(C[C@H](CC1)N2)C2=NC(=NC1=C(C(=CC=C21)C2=CC(=CC1=CC=C(C(=C21)SC)F)O)F)OC[C@]21CCCN1C[C@@H](C2)F 4-(4-((1R,5S)-3,8-diazabicyclo[3.2.1]octan-3-yl)-8-fluoro-2-(((2R,7aS)-2-fluorotetrahydro-1H-pyrrolizin-7a(5H)-yl)methoxy)quinazolin-7-yl)-6-fluoro-5-(methylthio)naphthalen-2-ol